C(CCCCCCCCCCCCCCC)F.[Co+2] cobalt (II) hexadecyl fluoride